tert-butyl (3-(2-(((S)-1-((2S,4R)-4-hydroxy-2-(((S)-1-(4-(4-methylthiazol-5-yl)phenyl)ethyl)carbamoyl)pyrrolidin-1-yl)-3,3-dimethyl-1-oxobutan-2-yl)amino)-2-oxoethyl)benzyl)carbamate O[C@@H]1C[C@H](N(C1)C([C@H](C(C)(C)C)NC(CC=1C=C(CNC(OC(C)(C)C)=O)C=CC1)=O)=O)C(N[C@@H](C)C1=CC=C(C=C1)C1=C(N=CS1)C)=O